S1C=NC2=C1C=C(C=C2)\C=C\2/N=C(NC2=O)N[C@H](CC(C)C)COC (4Z)-4-(1,3-Benzothiazol-6-ylmethylene)-2-[[(1R)-1-(methoxymethyl)-3-methyl-butyl]amino]-1H-imidazol-5-one